ClC=1C2=C(N=CN1)N(C=C2)[C@H]2[C@@H]([C@@]([C@H](O2)COC2=CC=C1C=CC(=NC1=C2)Cl)(O)C(F)(F)F)O (2R,3S,4R,5R)-5-(4-chloro-7H-pyrrolo[2,3-d]pyrimidin-7-yl)-2-(((2-chloroquinolin-7-yl)oxy)methyl)-3-(trifluoromethyl)tetrahydrofuran-3,4-diol